ClC1=CC(=C(C=N1)C1(CC1)N)C 1-(6-chloro-4-methylpyridin-3-yl)cyclopropanamine